(2S,4R)-N-((R)-1-(4-carbamimidoylthiophen-2-yl)-2-hydroxyethyl)-1-((9,9-difluoro-9H-fluorene-3-carbonyl)glycyl)-4-methoxypyrrolidine-2-carboxamide C(N)(=N)C=1C=C(SC1)[C@@H](CO)NC(=O)[C@H]1N(C[C@@H](C1)OC)C(CNC(=O)C=1C=CC=2C(C3=CC=CC=C3C2C1)(F)F)=O